3-(3-chloro-4-((methylsulfonyl)methyl)phenyl)-1H-indole-2-carboxylic acid ClC=1C=C(C=CC1CS(=O)(=O)C)C1=C(NC2=CC=CC=C12)C(=O)O